N=1N(N=CC1)CCCCNC(C1=CC(=CC=C1)N1N=C(N=C1C1=NC=C(C=N1)Br)CC)=O N-(4-(2-2H-1,2,3-triazolyl)butyl)-3-(5-(5-bromo-2-pyrimidinyl)-3-ethyl-1-1H-1,2,4-triazolyl)benzamide